FC(OC=1C=C(C=CC1)S(=O)(=O)NC1CCC2(CN(C2)C(=O)N2C[C@H](CC2)C(=O)N)CC1)(F)F (3S)-1-[7-[[3-(trifluoromethoxy)phenyl]sulfonylamino]-2-azaspiro[3.5]nonane-2-carbonyl]pyrrolidine-3-carboxamide